6,6-Dimethyl-11-oxo-8-((2R,3R)-2,3,4-trihydroxy-butoxy)-6,11-dihydro-5H-benzo[b]carbazole-3-carboxylic acid 2-hydroxy-ethyl ester OCCOC(=O)C1=CC=C2C=3C(C4=C(C(C3NC2=C1)(C)C)C=C(C=C4)OC[C@H]([C@@H](CO)O)O)=O